(7-(((5-cyclopropyl-1,2,4-oxadiazol-3-yl)methyl)amino)-1-(4-(hydroxymethyl)-2-methoxybenzyl)-1H-pyrazolo[4,3-d]Pyrimidin-5-yl)carbamic acid tert-butyl ester C(C)(C)(C)OC(NC=1N=C(C2=C(N1)C=NN2CC2=C(C=C(C=C2)CO)OC)NCC2=NOC(=N2)C2CC2)=O